1-(3-(aminomethyl)benzyl)guanidine NCC=1C=C(CNC(=N)N)C=CC1